ClC1=NC2=CC=C(C=C2C(=N1)C(CC1=CC(=C(C=C1)OC)F)(COC1OCCCC1)C1=NC=CC=C1)I 2-chloro-4-(1-(3-fluoro-4-methoxyphenyl)-2-(pyridin-2-yl)-3-((tetrahydro-2H-pyran-2-yl)oxy)propan-2-yl)-6-iodoquinazoline